BrC=1C=CC2=C(N=C(O2)C2=CC=NC=C2)C1 5-bromo-2-(pyridin-4-yl)benzo[d]oxazole